BrC1=NC=C(C2=CC=CC=C12)CBr 1-bromo-4-(bromomethyl)isoquinoline